FC(C=1C=C(CC=2C=NN3C2NCC(C3)CNC(C=C)=O)C=CC1)(F)F N-((3-(3-(trifluoromethyl)benzyl)-4,5,6,7-tetrahydropyrazolo[1,5-a]pyrimidin-6-yl)methyl)acrylamide